N-(2-aminoethyl)-7-oxo-7H-benzo[h]pyrido[2,1-b]quinazoline-12-carboxamide hydrochloride Cl.NCCNC(=O)C1=CC=CN2C1=NC=1C3=C(C=CC1C2=O)C=CC=C3